(1R,3S,5R)-2-(tert-butyloxycarbonyl)-5-methyl-2-azabicyclo[3.1.0]Hexane-3-carboxylic acid C(C)(C)(C)OC(=O)N1[C@@H]2C[C@@]2(C[C@H]1C(=O)O)C